1-oleoyl-lysergic acid diethylamide C(C)N(C(=O)[C@H]1CN(C)[C@@H]2CC3=CN(C4=CC=CC(C2=C1)=C34)C(CCCCCCC\C=C/CCCCCCCC)=O)CC